NC1=NC=C(C=C1OCC1=C(C#N)C=CC=C1)C1=CC=C(C=C1)C(=O)N1C[C@H](CC1)N(C)C 2-{2-amino-5-[4-((3S)-3-dimethylamino-pyrrolidine-1-carbonyl)-phenyl]-pyridin-3-yloxymethyl}-benzonitrile